ClC1=CC=C2C=CC(=NC2=C1)\C=C\C1=CC(=CC=C1)C1OC(C2=C(CC1)C=CC=C2)(C)C 7-chloro-2-{(E)-2-[3-(1,1-dimethyl-1,3,4,5-tetrahydro-2-benzoxepin-3-yl)phenyl]vinyl}quinoline